1,4-dihydro-1-beta-D-ribofuranosyl-3-pyridinecarboxamide [C@@H]1([C@H](O)[C@H](O)[C@H](O1)CO)N1C=C(CC=C1)C(=O)N